C1(CC1)C(C)OC1=C(C=C(C=C1)NC(C1=C(C=CC(=C1)B1OC(C(O1)(C)C)(C)C)F)=O)F N-(4-(1-cyclopropylethoxy)-3-fluorophenyl)-2-fluoro-5-(4,4,5,5-tetramethyl-1,3,2-dioxaborolan-2-yl)benzamide